3-(2-ethynyl-thiazol-4-yl)urea C(#C)C=1SC=C(N1)NC(N)=O